tert-butyl 4-[[2-(2,6-dioxo-3-piperidyl)-1-oxo-isoindolin-5-yl]methylamino]piperidine-1-carboxylate O=C1NC(CCC1N1C(C2=CC=C(C=C2C1)CNC1CCN(CC1)C(=O)OC(C)(C)C)=O)=O